dimethyl 3-[[2,3-dimethyl-6-(2-methyl-4-pyridyl)benzimidazol-5-yl]amino]benzene-1,2-dicarboxylate CC=1N(C2=C(N1)C=C(C(=C2)NC2=C(C(=CC=C2)C(=O)OC)C(=O)OC)C2=CC(=NC=C2)C)C